sodium 5-((3S,4S)-4-((tertbutoxycarbonyl)amino)-3-methyl-2-oxa-8-azaspiro[4.5]decan-8-yl)-6-(hydroxy-methyl)pyrazine-2-thiolate C(C)(C)(C)OC(=O)N[C@@H]1[C@@H](OCC12CCN(CC2)C=2N=CC(=NC2CO)[S-])C.[Na+]